(4-(isobutylamino)-6-(6-(trifluoromethyl)pyridin-2-yl)-1,3,5-triazin-2-ylamino)picolinonitrile C(C(C)C)NC1=NC(=NC(=N1)C1=NC(=CC=C1)C(F)(F)F)NC=1C(=NC=CC1)C#N